N-[3-(trimethylammonio)propyl]acrylamide chloride [Cl-].C[N+](CCCNC(C=C)=O)(C)C